CC=1SC=C(N1)CNCCCCNC(OC(C)(C)C)=O tert-butyl (4-(((2-methylthiazol-4-yl)methyl)amino)butyl)carbamate